(2R)-N-((R)-(3-chloro-4-(trifluoromethoxy)phenyl)(2-(trifluoromethyl)oxazol-4-yl)methyl)-2-methyl-3-oxopiperazine-1-carboxamide ClC=1C=C(C=CC1OC(F)(F)F)[C@@H](NC(=O)N1[C@@H](C(NCC1)=O)C)C=1N=C(OC1)C(F)(F)F